[2-chloro-5-(piperazine-1-carbonyl)phenyl]-1,3-diazinane-2,4-dione ClC1=C(C=C(C=C1)C(=O)N1CCNCC1)N1C(NC(CC1)=O)=O